BrC=1C=C(C=CC1)CC(=O)N1CC2=C(CCC1)N=C(NC2=O)C2(CC2)C2=CC=CC=C2 6-(2-(3-bromophenyl)acetyl)-2-(1-phenylcyclopropyl)-3,5,6,7,8,9-hexahydro-4H-pyrimido[5,4-c]azepin-4-one